[N+](#[C-])C(CCCCCCC(=O)OC)(CCCCCCC(=O)OC)S(=O)(=O)C1=CC=C(C=C1)C dimethyl 8-isocyano-8-(p-tolylsulfonyl)pentadecanedioate